pentaborate OB1OB(O)O[B-]2(O1)OB(O)OB(O)O2